2-(1-Cyclopropyl-4-methoxy-1H-pyrazol-5-yl)-5-methoxy-N-(4-(pyridin-2-yl)benzyl)pyrimidin-4-amine C1(CC1)N1N=CC(=C1C1=NC=C(C(=N1)NCC1=CC=C(C=C1)C1=NC=CC=C1)OC)OC